(S)-4-(3-(3-fluoro-5-(trifluoromethyl)phenoxy)pyrrolidin-1-yl)-2-methoxy-N-(pyridazin-4-yl)nicotinamide FC=1C=C(O[C@@H]2CN(CC2)C2=CC=NC(=C2C(=O)NC2=CN=NC=C2)OC)C=C(C1)C(F)(F)F